2'-fluoro-2-(methoxymethyloxy)-4'-(methylsulfonyl)-[1,1'-biphenyl] FC1=C(C=CC(=C1)S(=O)(=O)C)C1=C(C=CC=C1)OCOC